C(C)(C)(C)OC(=O)N1C2CN(CC1CC2)C2=NC=NC=1NC(CN(C21)CC)=O 3-(5-Ethyl-7-oxo-6,8-dihydro-pteridin-4-yl)-3,8-diazabicyclo[3.2.1]octane-8-carboxylic acid tert-butyl ester